C(C)C#CC(OC(=O)P([O-])([O-])=O)(C)C.[Li+].BrC1=C(N2C(S1)=NCC2)C=2OC1=C(C2)C=C(C=C1)OCC=1C=NC=CC1.[Li+] 3-{[(2-{2-bromo-5H,6H-imidazo[2,1-b][1,3]thiazol-3-yl}-1-benzofuran-5-yl)oxy]methyl}pyridine lithium ethyl-1,1-dimethyl-2-propynyloxycarbonyl-phosphonate